C1(CC1)C(C)N1N=C(C=C1)S(=O)(=O)N 1-(1-cyclopropylethyl)-1H-pyrazole-3-sulfonamide